1-(((3S)-1-((3-cyano-1-azetidinyl)sulfonyl)-3-piperidinyl)carbonyl)-N-(2-methoxy-4-methylbenzyl)-D-prolinamide C(#N)C1CN(C1)S(=O)(=O)N1C[C@H](CCC1)C(=O)N1[C@H](CCC1)C(=O)NCC1=C(C=C(C=C1)C)OC